COC(C(C(C1=CC(=C(C=C1)C)CN1C[C@H](OC=2C=NC=3C=CC=CC3C2C1)CC)C1=C(C2=C(N(N=N2)C)C=C1)C)(C)C)=O 3-(1,4-dimethyl-1H-benzo[d][1,2,3]triazol-5-yl)-3-(3-(((R)-4-ethyl-3,4-dihydro-[1,4]oxazepino[7,6-c]quinolin-2(1H)-yl)methyl)-4-methylphenyl)-2,2-dimethylpropanoic acid methyl ester